ClC1=NC=2C=CC=CC2C2=C1N=CN2CC(C)C 4-chloro-1-isobutyl-1H-imidazo[4,5-c]quinoline